N1N=CC(=C1)NC1=NC=C(C(=N1)C1=CC=C(C(=O)N2CC(C2)C#N)C=C1)C (4-(2-((1H-pyrazol-4-yl)amino)-5-methylpyrimidin-4-yl)benzoyl)azetidine-3-carbonitrile